ClC1=C(C=C(C=C1)Cl)C1CC(=NO1)C=1N=C(SC1)C1CCN(CC1)C(COC1=NC=C(N=C1)C(F)(F)F)=O 1-(4-(4-(5-(2,5-dichlorophenyl)-4,5-dihydroisoxazol-3-yl)thiazol-2-yl)piperidin-1-yl)-2-((5-(trifluoromethyl)pyrazin-2-yl)oxy)ethan-1-one